phenyl 5-(1-cyanocyclobutyl)-3-((3,5-dichloro-2-hydroxyphenyl)sulfonamido)-2-hydroxybenzoate C(#N)C1(CCC1)C=1C=C(C(=C(C(=O)OC2=CC=CC=C2)C1)O)NS(=O)(=O)C1=C(C(=CC(=C1)Cl)Cl)O